4-((2,6-dioxo-3,6-dihydropyrimidin-1(2H)-yl)methyl)-N-ethyl-N-methylbenzamide O=C1N(C(C=CN1)=O)CC1=CC=C(C(=O)N(C)CC)C=C1